C(C)(=O)N1CC2(C1)OCC(C2)C(=O)N2C(CC(C2)F)C(=O)NC(C2=CC=C(C=C2)C(C)C)C2=CC=CC=C2 1-{2-acetyl-5-oxa-2-azaspiro[3.4]octane-7-carbonyl}-4-fluoro-N-{phenyl[4-(propan-2-yl)phenyl]methyl}pyrrolidine-2-carboxamide